C(C1=CC=CC=C1)C1=C(C=CC=2N3C(COCC21)=NN=C3C)C=3C=NN(C3)C 7-benzyl-1-methyl-8-(1-methyl-1H-pyrazol-4-yl)-4H,6H-benzo[e][1,2,4]triazolo[3,4-c][1,4]oxazepine